C(C=C)OC[C@H](C[Si](C)(C)C(C)(C)C)NC (2R)-1-allyloxy-3-[tert-butyl-(dimethyl)silyl]-N-methyl-propan-2-amine